OC1=CC=C(C=C1)C1(C2=C(C=CC=C2C=2C=CC=C(C12)C1=CC=CC=C1)C1=CC=CC=C1)C1=CC=C(C=C1)O 9,9-bis(4-hydroxyphenyl)-1,8-diphenylfluorene